O=C([C@H](O)[C@H](O)[C@@H](O)[C@H](O)CO)[S-].[Na+] sodium thiogulonate